C(CCCC)OC(C=1C(C(=O)O)=CC=CC1)=O.CC1=CC=CC2=CC3=C(C=CC=C3C(=C12)OC(=O)C1C(C2C(=CC1C2)C)C(=O)O)C 1,5-dimethyl-9-[2-carboxy(3,6-methano-4-methyl-4-cyclohexenyl)]carbonyloxyanthracene Amylphthalat